6-benzyl 1-(tert-butyl) (S)-3-(((chloromethoxy)carbonyl)amino)hexanedioate ClCOC(=O)N[C@H](CC(=O)OC(C)(C)C)CCC(=O)OCC1=CC=CC=C1